CC1(CC1)NC(OC1CCCC1)=O cyclopentyl (1-methylcyclopropyl)carbamate